1,2-Dimethoxyethane erbium [Er].COCCOC